C1(CCC1)N1N=C(C(=C1)OCC1C(CC(C1)=O)NC(OC(C)(C)C)=O)C tert-butyl (2-(((1-cyclobutyl-3-methyl-1H-pyrazol-4-yl)oxy)methyl)-4-oxocyclopentyl)carbamate